N-acetyloxy-1-[4-((2-hydroxyethoxy)phenylsulfanyl)phenyl]propan-1-one-2-imine C(C)(=O)ON=C(C(=O)C1=CC=C(C=C1)SC1=C(C=CC=C1)OCCO)C